C(C)(C)(C)OC(=O)N1CC2(C1)CC(C2)NCCF.C(CCCCCCC)C2(CCCCCCCCCC2)CCCCCCCC di(n-octyl)cycloundecane tert-butyl-6-((2-fluoroethyl)amino)-2-azaspiro[3.3]heptane-2-carboxylate